CC1=C(C=2N(C=C1C1=C(C=3N=C(SC3N1)N1CCN(CC1)C1CCOCC1)C(C)C)N=CN2)C 5-(7,8-dimethyl-[1,2,4]triazolo[1,5-a]pyridin-6-yl)-6-isopropyl-2-(4-(tetrahydro-2H-pyran-4-yl)piperazin-1-yl)-4H-pyrrolo[3,2-d]thiazole